1-[3-(triethoxysilyl)propyl]-5,5'-pentamethylenebis(1,2,3,4-tetrazole) C(C)O[Si](CCCC(CCCCC1=NN=NN1)C1=NN=NN1)(OCC)OCC